OC(C#CC1=CC2=C(OC[C@@H](C(N2C)=O)NC(C2=NC=CC(=C2)OC=2C(=NC=CC2)C)=O)C=C1)(C)C (S)-N-(7-(3-hydroxy-3-methylbut-1-yn-1-yl)-5-methyl-4-oxo-2,3,4,5-tetrahydrobenzo[b][1,4]oxazepin-3-yl)-4-((2-methylpyridin-3-yl)oxy)picolinamide